2-naphthoyl-benzoic acid C1=C(C=CC2=CC=CC=C12)C(=O)C1=C(C(=O)O)C=CC=C1